2-pyridine-d4-formic acid N1=C(C(=C(C(=C1[2H])[2H])[2H])[2H])C(=O)O